NC1(C(C=CC=C1)N=NC1=CC=CC=C1)N 2,2-diaminoazobenzene